C(C)N1N=C2N(C=C(C(=N2)N2CC=3C=C(C=NC3CC2)C(F)(F)F)C)C1=O 2-Ethyl-6-methyl-7-[3-(trifluoromethyl)-7,8-dihydro-5H-1,6-naphthyridin-6-yl]-[1,2,4]triazolo[4,3-a]pyrimidin-3-one